COC=1C=C(CNCC2=CC(=CC=C2)N2CCN(CC2)C)C=CC1 N-(3-methoxybenzyl)-1-(3-(4-methylpiperazin-1-yl)phenyl)methanamine